(R)-3-(6-ethynyl-3-(2-morpholinoethoxy)pyridazin-4-yl)-10-methyl-9,10,11,12-tetrahydro-8H-[1,4]diazepino[5',6':4,5]thieno[3,2-f]quinolin-8-one C(#C)C1=CC(=C(N=N1)OCCN1CCOCC1)C1=NC=2C=CC3=C(C2C=C1)C1=C(S3)C(N[C@@H](CN1)C)=O